C(C(C)C)(=O)N1C(CCC1C(=O)OC)C(=O)OC Dimethyl 1-isobutyrylpyrrolidine-2,5-dicarboxylate